N1CCC(CC1)C(=O)N1CCNCC1 (piperidine-4-carbonyl)piperazin